2-(3-cyanobicyclo[1.1.1]pentan-1-yl)-7-methoxy-N-(6-(trifluoromethyl)pyridin-2-yl)imidazo[1,2-a]pyridine-6-carboxamide C(#N)C12CC(C1)(C2)C=2N=C1N(C=C(C(=C1)OC)C(=O)NC1=NC(=CC=C1)C(F)(F)F)C2